C(C)(=O)NC1CN(C1)CC=1N=CC(=NC1OC)C=1C(=C(C=CC1)C1=C(C(=CC=C1)NC(=O)C=1N(C2=C(CN(CC2)C)N1)C)Cl)Cl N-(3'-(5-((3-acetamidoazetidin-1-yl)methyl)-6-methoxypyrazin-2-yl)-2,2'-dichloro-[1,1'-biphenyl]-3-yl)-1,5-dimethyl-4,5,6,7-tetrahydro-1H-imidazo[4,5-c]pyridine-2-carboxamide